3-((5-bromo-2-nitrophenyl)amino)propionitrile BrC=1C=CC(=C(C1)NCCC#N)[N+](=O)[O-]